ethyl 2-(3-(1-bromo-6-((2-ethoxy-2-oxoethyl)thio)-5,5-dimethylhexyl)phenyl)acetate BrC(CCCC(CSCC(=O)OCC)(C)C)C=1C=C(C=CC1)CC(=O)OCC